CCCCCCCCCCCCCCCCCC(=O)OC[C@H](COP(=O)([O-])OC1[C@@H]([C@H](C([C@H]([C@H]1O)O)O)O)O)O The molecule is a lysophosphatidylinositol 18:0(1-) that is a 1-acyl-sn-glycero-3-phospho-D-myo-inositol which has octadecanoyl as the acyl group and a free hydroxy group at position 2 of the glycerol moiety. It is a lysophosphatidylinositol 18:0(1-) and a 1-acyl-sn-glycero-3-phospho-1D-myo-inositol(1-). It is a conjugate base of a 1-stearoyl-sn-glycero-3-phospho-1D-myo-inositol.